3-(6-((1R,5S)-6-oxa-3-azabicyclo[3.1.1]heptan-3-yl)pyrimidin-4-yl)-1-(4-methoxybenzyl)-N-(2,2,2-trifluoroethyl)-1H-pyrazolo[4,3-c]pyridine-4-amine [C@@H]12CN(C[C@@H](O1)C2)C2=CC(=NC=N2)C2=NN(C1=C2C(=NC=C1)NCC(F)(F)F)CC1=CC=C(C=C1)OC